C(C1=CC=CC=C1)N1[C@H]2C[C@H](C[C@@H]1C(C2)=O)CC(=O)[O-] |r| rac-(1S,3R,5R)-8-benzyl-6-oxo-8-azabicyclo[3.2.1]oct-3-ylacetate